C1=CC=CC=2OPOC3=C(CC21)C=CC=C3 5H-benzo[d][1,3,2]benzodioxaphosphocine